5-Methyl-1-(1-((4'-((2-morpholinoethyl)carbamoyl)-[1,1'-biphenyl]-4-yl)methyl)-1H-indol-5-yl)-1H-pyrazol-3-carboxamid CC1=CC(=NN1C=1C=C2C=CN(C2=CC1)CC1=CC=C(C=C1)C1=CC=C(C=C1)C(NCCN1CCOCC1)=O)C(=O)N